[N+](=O)([O-])C1=CC=C(O1)CN1CCN(CC1)C=1C=C(C(=O)OCC)C=CC1 Ethyl 3-{4-[(5-nitrofuran-2-yl)methyl]piperazin-1-yl}benzoate